4-amino-7-fluoro-8-(5-fluoropyrimidin-4-yl)-3-(propylcarbamoyl)isoquinoline-2-oxide NC1=C([N+](=CC2=C(C(=CC=C12)F)C1=NC=NC=C1F)[O-])C(NCCC)=O